2-(2-aminoethyl)-5-chloro-N-[(furan-2-yl)methyl]-3-methylthieno[3,2-b]pyridin-7-amine NCCC1=C(C2=NC(=CC(=C2S1)NCC=1OC=CC1)Cl)C